NC1(CCN(CC1)C=1N(C(C(=C(N1)C1=CC(=C(C#N)C=C1)F)C1=CC(=C(C=C1)OC)F)=O)C)C 4-[2-(4-amino-4-methyl-piperidin-1-yl)-5-(3-fluoro-4-methoxy-phenyl)-1-methyl-6-oxo-1,6-dihydro-pyrimidin-4-yl]-2-fluoro-benzonitrile